(R)-N-ethyl-N-(2,2,2-trifluoro-1-(4-fluorophenyl)ethyl)imidazo[1,2-a]pyridine-3-sulfonamide C(C)N(S(=O)(=O)C1=CN=C2N1C=CC=C2)[C@@H](C(F)(F)F)C2=CC=C(C=C2)F